CN(C1=NC=2N(C3=CC=C(C=C13)C#N)C=NN2)C2=CC=CC=C2 5-(methyl-(phenyl)amino)-[1,2,4]triazolo[4,3-a]quinazoline-7-carbonitrile